(2S)-6-(tert-Butoxycarbonylamino)-2-(9H-fluoren-9-ylmethoxycarbonyl-amino)hexanoic acid C(C)(C)(C)OC(=O)NCCCC[C@@H](C(=O)O)NC(=O)OCC1C2=CC=CC=C2C=2C=CC=CC12